NCCOCCNC(C1=C(C=C(C=C1C)NC=1C=2N(C=CN1)C(=CN2)C2=C(C(=C(C=C2)OC)F)F)Cl)=O N-(2-(2-aminoethoxy)ethyl)-2-chloro-4-((3-(2,3-difluoro-4-methoxy-phenyl)imidazo[1,2-a]pyrazin-8-yl)amino)-6-methylbenzamide